CN(C(=O)[C@H]1CNCCO1)C N,N-dimethyl-(R-morpholin-2-yl)formamide